gamma-allyl-L-glutamic acid C(C=C)C(C[C@H](N)C(=O)O)C(=O)O